1-(2-(6-Chloro-2-((3,4-dichlorophenyl)amino)-3-ethyl-9H-carbazol-9-yl)ethyl)guanidine ClC=1C=C2C=3C=C(C(=CC3N(C2=CC1)CCNC(=N)N)NC1=CC(=C(C=C1)Cl)Cl)CC